OC(C(=O)O)(CCC=CC[C@H]1CCC[C@@H]1C=CCCCCCC)O.C(C)(C)(C)[Si](C)(C)OP(O[Si](C)(C)C(C)(C)C)O[Si](C)(C)C(C)(C)C phosphorous acid tris-(tert.-butyl-dimethylsilyl)ester dihydroxyprosta-5,13-dien-1-oate